(2-Methyl-1H-tetrazol-5-yl)methyl (1-((3-chloro-4-fluorophenyl)carbamoyl)-2-methyl-2,4,5,6-tetrahydrocyclopenta[c]pyrrol-4-yl)carbamate ClC=1C=C(C=CC1F)NC(=O)C=1N(C=C2C1CCC2NC(OCC2=NNN(N2)C)=O)C